ClC1=C(C=CC=C1)NC(C1=CC=C(C=C1)NC1=NC(=NC=C1F)NC1=CC=C(C=C1)C(NC1CCN(CC1)CCN1CCN(CC1)C1=CC=C(C=C1)NC1C(NC(CC1)=O)=O)=O)=O N-(2-chlorophenyl)-4-((2-((4-((1-(2-(4-(4-((2,6-dioxopiperidin-3-yl)amino)phenyl)piperazin-1-yl)ethyl)piperidin-4-yl)carbamoyl)phenyl)amino)-5-fluoropyrimidin-4-yl)amino)benzamide